methyl (1-(aminomethyl)cyclohexyl)glycinate NCC1(CCCCC1)NCC(=O)OC